4-[3-(trifluoromethyl)phenyl]butanenitrile FC(C=1C=C(C=CC1)CCCC#N)(F)F